5-(morpholin-4-yl)pyrazolo[1,5-a]pyrid-3-ylamine N1(CCOCC1)C1=CC=2N(C=C1)N=CC2N